6-[3-(Cyclopropylmethoxy)-5-fluorophenyl]-2-(4-methyl-1-piperidyl)-N-[(2-oxo-1H-pyridin-3-yl)sulfonyl]pyridin-3-carboxamid C1(CC1)COC=1C=C(C=C(C1)F)C1=CC=C(C(=N1)N1CCC(CC1)C)C(=O)NS(=O)(=O)C=1C(NC=CC1)=O